ClC1=C(C=CC=C1)C=1C(=CC=C(C1)OC)C(=O)N1CC[C@](CCC1)(C(=O)N[C@H](C)\C=C/S(=O)(=O)C)F (R)-1-(2'-chloro-5-methoxy-[1,1'-biphenyl]-2-carbonyl)-4-fluoro-N-((R,Z)-4-(methylsulfonyl)but-3-en-2-yl)azepane-4-carboxamide